2-(2-nitrobenzyl)-1-cyclopentanone [N+](=O)([O-])C1=C(CC2C(CCC2)=O)C=CC=C1